({[(2R,3S,4R,5R)-5-{2-chloro-6-[(cyclopropylmethyl)amino]-9H-purin-9-yl}-3,4-dihydroxyoxocyclopent-2-yl]methoxy}methyl)phosphonic acid ClC1=NC(=C2N=CN(C2=N1)[C@@H]1[C@H]([C@H]([C@H](C1=O)COCP(O)(O)=O)O)O)NCC1CC1